Methyl 5-(4-((3-ethyl-9-fluoro-2-oxo-2,3-dihydro-1H-pyrimido[4,5,6-de]quinazolin-8-yl)methyl)piperazin-1-yl)-6-methylpicolinate C(C)N1C(NC2=C(C(=CC=3C2=C1N=CN3)CN3CCN(CC3)C=3C=CC(=NC3C)C(=O)OC)F)=O